tert-butyl N-[(9H-fluoren-9-ylmethoxy)carbonyl]glycylglycyl-L-phenylalaninate C1=CC=CC=2C3=CC=CC=C3C(C12)COC(=O)NCC(=O)NCC(=O)N[C@@H](CC1=CC=CC=C1)C(=O)OC(C)(C)C